(S)-7-(1-(5-((3-aminoazetidin-1-yl)methyl)-2-oxooxazol-3(2H)-yl)ethyl)-3-(3-fluoro-4-((methylsulfonyl)methyl)phenyl)-1H-indole-2-carboxylic acid NC1CN(C1)CC1=CN(C(O1)=O)[C@@H](C)C=1C=CC=C2C(=C(NC12)C(=O)O)C1=CC(=C(C=C1)CS(=O)(=O)C)F